7,12-dimethylbenzo[a]Anthracene CC=1C2=CC=C3C(=C2C(=C2C=CC=CC12)C)C=CC=C3